(S)-4-Fluoro-N-(1-(4-hydroxypiperidin-1-yl)-3-methylbutan-2-yl)-N,3-dimethylbenzamide FC1=C(C=C(C(=O)N(C)[C@H](CN2CCC(CC2)O)C(C)C)C=C1)C